FC1=NC(=CC=C1NC(=O)C1(C(N(CC1)C)=O)[Se]C1=CC=CC=C1)F N-(2,6-difluoropyridin-3-yl)-1-methyl-2-oxo-3-(phenylselenyl)pyrrolidine-3-carboxamide